(2-amino-ethyl)-ethyl-(2-hydroxy-ethyl)-methyl-ammonium bromide [Br-].NCC[N+](C)(CCO)CC